2-fluoro-6-formyl-4-(3-(4-(pyrrolidin-1-yl)phenyl)-1,2,4-thiadiazol-5-yl)phenyl (tetrahydrofuran-3-yl) carbonate C(OC1=C(C=C(C=C1C=O)C1=NC(=NS1)C1=CC=C(C=C1)N1CCCC1)F)(OC1COCC1)=O